(R)-5-(2-(dimethylamino)ethoxy)-2-methyl-N-(1-(3-(1-methyl-1H-pyrazol-4-yl)-5-(5-(morpholinomethyl)furan-2-yl)phenyl)ethyl)benzamide CN(CCOC=1C=CC(=C(C(=O)N[C@H](C)C2=CC(=CC(=C2)C=2OC(=CC2)CN2CCOCC2)C=2C=NN(C2)C)C1)C)C